CC1=CC(=NO1)[C@](C)(C#C)O (S)-2-(5-methylisoxazol-3-yl)but-3-yn-2-ol